FC1=CC=CC=2N=C(SC21)[C@H]2N(CCC1=C2N=CN1)C(=O)C1=CN=CS1 (S)-(4-(7-fluorobenzo[d]thiazol-2-yl)-6,7-dihydro-1H-imidazo[4,5-c]pyridin-5(4H)-yl)(thiazol-5-yl)methanone